5-(4-methoxyphenoxy)-3,3-dimethylvaleronitrile COC1=CC=C(OCCC(CC#N)(C)C)C=C1